C1(CCCCC1)C[C@H](C(=O)N1CC2(CCCC2)[C@](CC1)(O)CN1C=C(C(=CC1=O)C1=C(C=CC=C1)F)C(=O)N(C)C)C 1-(((S)-7-((R)-3-cyclohexyl-2-methylpropanoyl)-10-hydroxy-7-azaspiro[4.5]decan-10-yl)methyl)-4-(2-fluorophenyl)-N,N-dimethyl-6-oxo-1,6-dihydropyridine-3-carboxamide